N-(1-bromo-3,4-dichloro-6,7,8,9-tetrahydropyrido[1,2-a]indol-9-yl)acetamide BrC1=C2C=C3N(C2=C(C(=C1)Cl)Cl)CCCC3NC(C)=O